2-(p-tolyl)-1H-benzo[d]imidazole-5-carbonitrile C1(=CC=C(C=C1)C1=NC2=C(N1)C=CC(=C2)C#N)C